P(=O)(OC(C)(C)C1=CC=CC=C1)(OC)OC cumyl dimethyl phosphate